NC1=CC(=NC=N1)C1=NC(=CC(=C1)C1COC2(CC2)CN1C(C=C)=O)Cl 1-(6-(2-(6-aminopyrimidin-4-yl)-6-chloropyridin-4-yl)-4-oxa-7-azaspiro[2.5]octan-7-yl)prop-2-en-1-one